FC=1C=C(C(=O)NCC2CCC(CC2)N2N=C3C=C(C=CC3=C2)C=2C=NOC2)C=C(C1O)F 3,5-difluoro-4-hydroxy-N-({(1r,4r)-4-[6-(1,2-oxazol-4-yl)-2H-indazol-2-yl]cyclohexyl}methyl)benzamide